NCCC[Si](OC)(OC)OC Aminopropyl-trimethoxysilan